cyclopentadienyl-(1-indenyl)-zirconium dichloride [Cl-].[Cl-].C1(C=CC=C1)[Zr+2]C1C=CC2=CC=CC=C12